ClC1=CC(=C(C(=C1)F)C=1C=2N(N=C(C1)[C@H]1C[C@H](OCC1)C1=CN(C(C=C1)=O)C)C(C(=C(N2)C)C)=O)F 9-(4-chloro-2,6-difluoro-phenyl)-2,3-dimethyl-7-[(2S,4R)-2-(1-methyl-6-oxo-3-pyridyl)tetrahydropyran-4-yl]pyrimido[1,2-b]pyridazin-4-one